2-[4-[8-[3-chloro-4-[4-[2-(dimethylamino)ethyl]piperazine-1-carbonyl]anilino]imidazo[1,2-a]pyrazin-3-yl]-2,3-difluoro-phenoxy]propanenitrile formate C(=O)O.ClC=1C=C(NC=2C=3N(C=CN2)C(=CN3)C3=C(C(=C(OC(C#N)C)C=C3)F)F)C=CC1C(=O)N1CCN(CC1)CCN(C)C